N-[[4-(2,3-dichloro-6-hydroxyphenyl)pyridin-2-yl]methyl]acetamide ClC1=C(C(=CC=C1Cl)O)C1=CC(=NC=C1)CNC(C)=O